5-(1,2,3,6-tetrahydropyridin-4-yl)-N-(4-(1,2,3,6-tetrahydropyridin-4-yl)phenyl)thiophene-2-carboxamide bistrifluoroacetic acid salt FC(C(=O)O)(F)F.FC(C(=O)O)(F)F.N1CCC(=CC1)C1=CC=C(S1)C(=O)NC1=CC=C(C=C1)C=1CCNCC1